tert-butyl 6-[8-(1,3-benzothiazol-2-ylcarbamoyl)-3,4-dihydro-1H-isoquinolin-2-yl]-3-[3-[3-[1-(2-ethoxy-2-oxoethyl)-4-piperidyl]propoxy]-2-methyl-phenyl]pyridine-2-carboxylate S1C(=NC2=C1C=CC=C2)NC(=O)C=2C=CC=C1CCN(CC21)C2=CC=C(C(=N2)C(=O)OC(C)(C)C)C2=C(C(=CC=C2)OCCCC2CCN(CC2)CC(=O)OCC)C